benzo[d]oxazole-7-carbonitrile O1C=NC2=C1C(=CC=C2)C#N